F[B-](F)(F)F.OCC1=CC=C(C=C1)[N+]#N 4-(hydroxymethyl)benzenediazonium tetrafluoroborate salt